N1(C=NC=C1)CCCN1CCC(CC1)(CCO)CCO 2,2'-(1-(3-(1H-imidazol-1-yl)propyl)piperidine-4,4-diyl)bis(ethan-1-ol)